acetyl-(acetyl)silane C(C)(=O)[SiH2]C(C)=O